2-amino-4-methyl-thiazole-5-carboxylic acid NC=1SC(=C(N1)C)C(=O)O